N-(5-(3-(3,3-dimethylbutoxy)-5-fluorophenyl)-4-(2-isopropylphenyl)thiazol-2-yl)-3-nitrobenzenesulfonamide CC(CCOC=1C=C(C=C(C1)F)C1=C(N=C(S1)NS(=O)(=O)C1=CC(=CC=C1)[N+](=O)[O-])C1=C(C=CC=C1)C(C)C)(C)C